C(#N)C=1C=CC(=NC1)N1C(CN(CC1)C(=O)OC(C)(C)C)C tert-Butyl 4-(5-cyanopyridin-2-yl)-3-methylpiperazine-1-carboxylate